CC(C(=O)[O-])C(CC(=O)[O-])(CC(C)C)CC(C)C 2-methyl-3,3-diisobutylglutarate